1-[4-[[2,6-dioxo-3-piperidinyl]amino]-2-fluoro-phenyl]-4-hydroxy-piperidine-4-carboxylic acid benzyl ester C(C1=CC=CC=C1)OC(=O)C1(CCN(CC1)C1=C(C=C(C=C1)NC1C(NC(CC1)=O)=O)F)O